FC1=CC=C(C=C1)C(C(=O)NC1=NC=CC(=C1)C1=C(C2=NC=CC=C2N1)C1=NC=CC=C1)C (+)-2-(4-fluorophenyl)-N-{4-[3-(pyridin-2-yl)-1H-pyrrolo[3,2-b]pyridin-2-yl]pyridin-2-yl}propanamide